CC=1C=C(C2=C(C=C(O2)CNC(=O)C=2C=NN3C2N=CC=C3)C1)CC(=O)OCC(F)(F)F 2,2,2-Trifluoroethyl 2-(5-methyl-2-((pyrazolo[1,5-a]pyrimidine-3-carboxamido)methyl)benzofuran-7-yl)acetate